rac-4-[4-amino-2-(N-(2-amino-1-methyl-2-oxo-ethyl)-4-fluoro-anilino)thiazole-5-carbonyl]-N-cyclohexyl-benzamide NC=1N=C(SC1C(=O)C1=CC=C(C(=O)NC2CCCCC2)C=C1)N(C1=CC=C(C=C1)F)[C@@H](C(=O)N)C |r|